COC1=CC=C(C=C1)CN1N=NC2=C1C(N(CCO2)C2=C(C=C(C=C2)C=2N=CC1=C(N2)C=CC(=N1)C(F)(F)F)C)=O (4-methoxyphenyl)methyl-7-[2-methyl-4-[6-(trifluoromethyl)-pyrido-[3,2-d]pyrimidin-2-yl]phenyl]-1H,5H,6H,7H,8H-[1,2,3]triazolo[4,5-f][1,4]oxazepin-8-one